3-methyl-1-[1-(1,2,4-triazol-4-yl)ethyl]-6-azabicyclo[3.1.1]heptane trifluoroacetate FC(C(=O)O)(F)F.CC1CC2(NC(C1)C2)C(C)N2C=NN=C2